COC(CCCCCC=CCCCCCCCC)=O Methyl-7-hexadecenoate